4-((3S)-1-(1-((1-(3,5-difluorobenzyl)-2-(trifluoromethyl)-1H-imidazol-4-yl)amino)-1-oxopropan-2-yl)-4,4-difluoropiperidin-3-yl)pyridine 1-oxide FC=1C=C(CN2C(=NC(=C2)NC(C(C)N2C[C@@H](C(CC2)(F)F)C2=CC=[N+](C=C2)[O-])=O)C(F)(F)F)C=C(C1)F